C12(C=CC=C3OC4=CC=CC=C4C=C13)C=CC=C1OC3=CC=CC=C3C=C12 spirobi(xanthene)